C(C)(C)(C)OC(=O)NC1(NC=C(C=C1)C#N)NC(=O)OC(C)(C)C tert-butyl 2-(tert-butoxycarbonyl)amino-5-cyanopyridinecarbamate